C(C)C=CC 1-ethyl-2-methyl-ethylene